CN1N=CC2=CC=CC(=C12)NS(=O)(=O)C=1C=CC(=NC1)C=1NC(C=CC1)=O N-(1-METHYL-1H-INDAZOL-7-YL)-6'-OXO-1',6'-DIHYDRO-[2,2'-BIPYRIDINE]-5-SULFONAMIDE